ClC=1C=C(C=CC1OC(F)(F)F)C1CN(C1)C(=O)N1CC(CC1)C1NC(OC1)=O 4-[1-[3-[3-Chloro-4-(trifluoromethoxy)phenyl]azetidine-1-carbonyl]pyrrolidin-3-yl]oxazolidin-2-one